N1C=C(C2=CC=CC=C12)C1CCN(CC1)CC=1NC(=NN1)C=1NC2=CC=C(C=C2C1)F 2-(5-((4-(1H-indol-3-yl)piperidin-1-yl)methyl)-4H-1,2,4-triazol-3-yl)-5-fluoro-1H-indole